(5-methyl-6-(3-methylpiperazin-1-yl)pyridin-3-ylmethyl)imidazo[2,1-f][1,2,4]triazin-4-amine CC=1C=C(C=NC1N1CC(NCC1)C)CC1=NN2C(C(=N1)N)=NC=C2